ethyl 4-((tert-butoxycarbonyl)amino)butanoate C(C)(C)(C)OC(=O)NCCCC(=O)OCC